1-(2-(3,8-diazabicyclo[3.2.1]octan-3-yl)-7,8-dihydro-1,6-naphthyridin-6(5H)-yl)-2-cyclopentylethan-1-one C12CN(CC(CC1)N2)C2=NC=1CCN(CC1C=C2)C(CC2CCCC2)=O